N-(benzothiazole-2-yl)acetamide S1C(=NC2=C1C=CC=C2)NC(C)=O